2-Ureidoethyl methacrylate C(C(=C)C)(=O)OCCNC(=O)N